2-(4-(4-(4-(benzo[d]thiazol-5-ylamino)quinolin-6-yl)-3-fluorophenyl)piperidin-1-yl)acetamide S1C=NC2=C1C=CC(=C2)NC2=CC=NC1=CC=C(C=C21)C2=C(C=C(C=C2)C2CCN(CC2)CC(=O)N)F